ClC=1C=CC(=C(C1)C1=CC(=C(N=N1)C)NC1=CC(=NC=C1)NC(CCN1CCS(CC1)=O)=O)F N-(4-{[6-(5-chloro-2-fluorophenyl)-3-methylpyridazin-4-yl]amino}pyridin-2-yl)-3-(1-oxo-1λ4-thiomorpholin-4-yl)propanamide